N-isopropyldecane-1,10-diamine C(C)(C)NCCCCCCCCCCN